{4-[(4,7-dimethoxynaphthalen-1-yl)-dimethoxy-methyl]Phenyl}phenyliodonium nonafluorobutanesulfonate FC(C(C(C(S(=O)(=O)[O-])(F)F)(F)F)(F)F)(F)F.COC1=CC=C(C2=CC(=CC=C12)OC)C(C1=CC=C(C=C1)[I+]C1=CC=CC=C1)(OC)OC